6-Amino-2-fluoro-3-((1R,2S)-4'-methoxy-2-methyl-1',2'-dihydrospiro[cyclopropane-1,3'-pyrrolo[2,3-b]pyridin]-5'-yl)-N,N-dimethylbenzamide NC1=CC=C(C(=C1C(=O)N(C)C)F)C=1C(=C2C(=NC1)NC[C@]21[C@H](C1)C)OC